COS(=O)(=O)[O-].OCC[N+](CCOC(CCCCCCCCCCCCCCCCC)=O)(CCOC(CCCCCCCCCCCCCCCCC)=O)C (2-hydroxyethyl)methyl-bis[2-[(1-oxooctadecyl)oxy]ethyl]ammonium methyl-sulfate